(S)-4-((2-isopropoxyethyl)(4-(5,6,7,8-tetrahydro-1,8-naphthyridin-2-yl)butyl)amino)-2-(3-(trifluoromethyl)isonicotinamido)butanoic acid C(C)(C)OCCN(CC[C@@H](C(=O)O)NC(C1=C(C=NC=C1)C(F)(F)F)=O)CCCCC1=NC=2NCCCC2C=C1